C(C1=CC=CC=C1)OC=1C=C2CCC=C(C2=CC1)C1=CC(=C(C(=C1)F)N1CCC(CC1)C(OC)OC)F 1-(4-(6-(benzyloxy)-3,4-dihydronaphthalen-1-yl)-2,6-difluorophenyl)-4-(dimethoxymethyl)piperidine